FC1=CC(=C(C=C1CCN[C@@H]([C@H]1CNC2=CC=CN=C2C1)C1=CC=CC=C1)CC(=O)O)C 2-(4-fluoro-2-methyl-5-(2-(((S)-phenyl((R)-1,2,3,4-tetrahydro-1,5-naphthyridin-3-yl)methyl)amino)ethyl)phenyl)acetic acid